OC1CCN(CC1)C1=CC=C(C=C1)C(C=CC1=CC=C(C=C1)OC(C)C)=O 1-[4-(4-Hydroxypiperidin-1-yl)phenyl]-3-(4-propan-2-yloxyphenyl)prop-2-en-1-one